COC(C=1C(=CC(C(C1)([N+](=O)[O-])N)F)F)=O 5-amino-2,4-difluoro-5-nitrobenzoic acid methyl ester